C1(=CC=CC2=CC=CC=C12)C(C)/N=C/C(C)(C)C (E)-N-(1-(naphthalen-1-yl)ethyl)-2,2-dimethylpropane-1-imine